SC(C(C(C(=O)O)(S)S)(S)S)(CC)S hexamercaptocaproic acid